tert-butyl 7-methyl-3-oxo-2,8-diazaspiro[4.5]decane-8-carboxylate CC1CC2(CC(NC2)=O)CCN1C(=O)OC(C)(C)C